N1C=NC=C2C1=CC=N2 PYRrOLO-PYRIMIDINE